C(C)(C)(C)OC(=O)N1C(CCCC1)C1=C2C(=NC(=C1)Cl)N(C=C2)C (6-chloro-1-methyl-1H-pyrrolo[2,3-b]pyridin-4-yl)piperidine-1-carboxylic acid tert-butyl ester